6-(4-(methylsulfonyl)phenyl)-N2-(thiophen-2-ylmethyl)pyrazine-2,3-diamine CS(=O)(=O)C1=CC=C(C=C1)C1=CN=C(C(=N1)NCC=1SC=CC1)N